1-(pentafluorophenyl)-3-methylcyclopentadiene FC1=C(C(=C(C(=C1C1=CC(=CC1)C)F)F)F)F